FC1=CC=C(C=C1)C=1C2=C(C(N(C1)CC)=O)NC=C2 4-(4-Fluorophenyl)-6-ethyl-1,6-dihydro-7H-pyrrolo[2,3-c]pyridin-7-one